[F-].[F-].C(C)[SiH](CC)[Zr+2](C1(C(=C(C(=C1)C)C)C)C)C1(C(=C(C(=C1)C)C)C)C diethylsilyl-bis(tetramethylcyclopentadienyl)zirconium difluoride